6-(2-(7,7-dimethyl-1-oxo-1,3,4,6,7,8-hexahydro-2H-cyclopenta[4,5]pyrrolo[1,2-a]pyrazin-2-yl)-3-((S)-1-hydroxyethyl)pyridin-4-yl)-4-methyl-3-oxo-3,4-dihydropyrazin CC1(CC2=C(C=C3N2CCN(C3=O)C3=NC=CC(=C3[C@H](C)O)C3=CN(C(C=N3)=O)C)C1)C